FC=1C=C(C=NC1C)NC(=N)C1(CCN(CC1)C1=C(N=C2C(=N1)N(N=C2C2=CC=C(C=C2)F)C2OCCCC2)CO)C N-(5-fluoro-6-methylpyridin-3-yl)-1-(3-(4-fluorophenyl)-5-hydroxymethyl-1-(tetrahydro-2H-pyran-2-yl)-1H-pyrazolo[3,4-b]pyrazin-6-yl)-4-methylpiperidine-4-carboximidamide